2-(3-fluorophenyl)-4-oxo-1,4-dihydroquinoline-6-carboxylic acid isopropyl ester C(C)(C)OC(=O)C=1C=C2C(C=C(NC2=CC1)C1=CC(=CC=C1)F)=O